N1=C(C=CC=C1)OC1CN(CC1)CC(=O)N 2-(3-(pyridin-2-yloxy)pyrrolidin-1-yl)acetamide